O1CCN(CC1)S(=O)(=O)C=1C=C(C=CC1)C1=NNC(=C1)C1CN(CC1)C#N 3-(3-(3-(morpholinosulfonyl)phenyl)-1H-pyrazol-5-yl)pyrrolidine-1-carbonitrile